IC=1SC=2NS(C=3C=CC=C(N(CCCCCCC4=CC=CC=C4C1N2)CC(C(=O)O)(C)C)N3)(=O)=O 3-(6-iodo-2,2-dioxo-2λ6,5-dithia-3,20,25,26-tetrazatetracyclo[19.3.1.14,7.08,13]hexacosa-1(25),4(26),6,8,10,12,21,23-octaen-20-yl)-2,2-dimethyl-propanoic acid